1-[5-(Trifluoromethyl)-1,3-thiazol-2-yl]piperazine hydrochloride Cl.FC(C1=CN=C(S1)N1CCNCC1)(F)F